Cl.NC\C=C(\CN1N=NC2=C1C=C(C=C2C=2C=C(C=CC2)S(=O)(=O)N(C)C)C(=O)N2CCCC2)/F (Z)-3-(1-(4-amino-2-fluorobut-2-en-1-yl)-6-(pyrrolidin-1-carbonyl)-1H-benzo[d][1,2,3]triazol-4-yl)-N,N-dimethylbenzenesulfonamide Hydrochloride